2,6-dimethoxy-4-(1-methyl-1H-pyrazol-3-yl)benzene-1-sulfonyl chloride COC1=C(C(=CC(=C1)C1=NN(C=C1)C)OC)S(=O)(=O)Cl